C(#N)C1=CC=C(C=C1)C[C@@H](C(=O)O)N(C)C(=O)OCC1C2=CC=CC=C2C=2C=CC=CC12 (2S)-3-(4-cyanophenyl)-2-[9H-fluoren-9-ylmethoxycarbonyl-(methyl)amino]propanoic acid